2-(pyrimidin-2-yl)-6-(thiazole-5-carbonyl)-2,6-diazaspiro[3.4]octane-8-carboxamide N1=C(N=CC=C1)N1CC2(C1)CN(CC2C(=O)N)C(=O)C2=CN=CS2